1-[3-(4-Chloro-2-methyl-2H-pyrazol-3-yl)-4-(3-dimethylamino-propoxy)-phenyl]-3-(4-chloro-phenyl)-urea ClC1=C(N(N=C1)C)C=1C=C(C=CC1OCCCN(C)C)NC(=O)NC1=CC=C(C=C1)Cl